(4-(2-fluoroethoxy)phenyl)(1-methyl-4,10-dihydrobenzo[b]pyrazolo[3,4-e][1,4]diazepin-5(1H)-yl)methanone FCCOC1=CC=C(C=C1)C(=O)N1C2=C(NC3=C(C1)C=NN3C)C=CC=C2